4,4''-dioxido-[1,1':4',4''-terphenyl]-3,3''-dicarboxylate [O-]C1=C(C=C(C=C1)C1=CC=C(C=C1)C1(C(C=CC=C1)C(=O)[O-])[O-])C(=O)[O-]